ClC=1C(=C(\C=C/2\ON(OS2)CCCCCCC(=O)O)C=CC1)OC (Z)-7-(5-(3-chloro-2-methoxybenzylidene)-2,4-dioxathiazolidin-3-yl)heptanoic acid